COC1=C(C=CC=C1)C(=O)N1C2=C(NC3=C(C1)C=NN3C)C=CC=C2 (2-Methoxyphenyl)(1-methyl-4,10-dihydrobenzo[b]pyrazolo[3,4-e][1,4]diazepin-5(1H)-yl)methanone